1-((S)-2-(2-((S)-1-(2,3-difluorobenzyl)-5-oxopyrrolidin-2-yl)acetamido)-3-methylbutanamido)cyclopropane-1-carboxylic acid FC1=C(CN2[C@@H](CCC2=O)CC(=O)N[C@H](C(=O)NC2(CC2)C(=O)O)C(C)C)C=CC=C1F